N=1C(=CN2C1C=CC=C2)CN2C(N(CC1=CC=C(C=C21)C(=O)NCC2=C(C=C(C=C2F)F)F)C)=O 1-(imidazo[1,2-a]pyridin-2-ylmethyl)-3-methyl-2-oxo-N-(2,4,6-trifluorobenzyl)-1,2,3,4-tetrahydroquinazoline-7-carboxamide